C1(CC1)S(=O)(=O)NC1=CN=CC(=N1)[C@@](C(=O)NC1=NC=C(C=C1)C1=NC(=CN=C1)OCC)(CC)F (R)-2-(6-(cyclopropanesulfonamido)pyrazin-2-yl)-N-(5-(6-ethoxypyrazin-2-yl)pyridin-2-yl)-2-fluorobutanamide